FC=1C(=NC(=NC1)NC1=CC(=C(C=C1)N1CCCC1)F)C=1C=NN(C1)C(C)C 5-fluoro-N-(3-fluoro-4-(pyrrolidin-1-yl)phenyl)-4-(1-isopropyl-1H-pyrazol-4-yl)pyrimidin-2-amine